ClC=1N=C2C(=C(C(N(C2=CC1)C)=O)C#N)N1C[C@@H]2CN(C[C@@H]2C1)C1=C(C=C(C=C1)F)C 6-chloro-4-((3aR,6aS)-5-(4-fluoro-2-methylphenyl)hexahydropyrrolo[3,4-c]pyrrol-2(1H)-yl)-1-methyl-2-oxo-1,2-dihydro-1,5-naphthyridine-3-carbonitrile